4-(cyclopentylamino)-N-methoxy-N-methyl-2-(methylthio)pyrimidine-5-carboxamide C1(CCCC1)NC1=NC(=NC=C1C(=O)N(C)OC)SC